COC=1C=C(C=CC1OC)CC=1N=C(N(N1)C1=CC=C(C=C1)C(F)(F)F)CC1=CC=C(C(=O)NO)C=C1 4-[[5-[(3,4-dimethoxyphenyl)methyl]-2-[4-(trifluoromethyl)phenyl]-1,2,4-triazol-3-yl]methyl]benzohydroxamic acid